tert-butyl (2R,6S)-2-((S)-(3-fluorophenyl)(hydroxy)methyl)-6-propylpiperidine-1-carboxylate FC=1C=C(C=CC1)[C@@H]([C@@H]1N([C@H](CCC1)CCC)C(=O)OC(C)(C)C)O